(trans)-(5R-7R)-7-(3-(2-(1H-pyrrolo[2,3-b]pyridin-3-yl)thiazol-4-yl)phenyl)-5-methyl-6,7-dihydro-5H-cyclopenta[b]pyridine-5,7-diol N1C=C(C=2C1=NC=CC2)C=2SC=C(N2)C=2C=C(C=CC2)[C@@]2(C[C@](C=1C2=NC=CC1)(O)C)O